(2-amino-6-bromo-3-(ethylamino)phenyl)methanol NC1=C(C(=CC=C1NCC)Br)CO